[1-[(1R)-3-methoxy-1-[(1R,2R)-2-(spiro[chromane-2,1'-cyclobutane]-4-ylcarbamoyl)cyclopropyl]propyl]-4,4-dimethyl-6-oxo-hexahydropyrimidin-2-ylidene]ammonium COCC[C@H]([C@H]1[C@@H](C1)C(NC1CC2(CCC2)OC2=CC=CC=C12)=O)N1C(NC(CC1=O)(C)C)=[NH2+]